8-Chloro-N-(4-fluoro-5-(1-(trifluoromethyl)cyclopropyl)pyridin-2-yl)quinolin-2-amine ClC=1C=CC=C2C=CC(=NC12)NC1=NC=C(C(=C1)F)C1(CC1)C(F)(F)F